C(CCCCC)NC1=CC=NC2=CC=CC=C12 N-Hexylquinolin-4-amine